methyl (2S,5R)-5-(benzyloxyamino)-piperidine-2-carboxylate C(C1=CC=CC=C1)ON[C@@H]1CC[C@H](NC1)C(=O)OC